(S)-Methyl 2-(4-bromo-2-((trimethylsilyl)ethynyl)phenoxy)propanoate BrC1=CC(=C(O[C@H](C(=O)OC)C)C=C1)C#C[Si](C)(C)C